2-methoxy-6-methylnicotinamide COC1=C(C(=O)N)C=CC(=N1)C